NC=1C(=C2C(=NC1)N(C=C2)S(=O)(=O)C2=CC=CC=C2)N[C@H]2C[C@@H](CC2)NC(OC(C)(C)C)=O tert-butyl ((1R,3R)-3-((5-amino-1-(phenylsulfonyl)-1H-pyrrolo[2,3-b]pyridin-4-yl)amino)cyclopentyl)carbamate